FC1=CC=C2C(CCOC2=C1)C1CCN(CC1)CC=1C=C2CN(C(C2=CC1)=O)C1C(NC(CC1)=O)=O 3-(5-((4-(7-fluorochroman-4-yl)piperidin-1-yl)methyl)-1-oxoisoindolin-2-yl)piperidine-2,6-dione